ClC1=C(C(=CC=C1)F)C1=NOC(=C1C(N)=S)C 3-(2-Chloro-6-fluorophenyl)-5-methylisoxazole-4-carbothioamide